CC(CCN)(CCC)N 3-methyl-1,3-hexanediamine